N1(CCCCC1)C1=CC=C(C=O)C=C1 4-piperidin-1-yl-benzaldehyde